para-aminoaniline tert-butyl-3-methoxy-3-{2-[4-(trifluoromethyl)phenyl]ethynyl}pyrrolidine-1-carboxylate C(C)(C)(C)OC(=O)N1CC(CC1)(C#CC1=CC=C(C=C1)C(F)(F)F)OC.NC1=CC=C(N)C=C1